[Si](C1=CC=CC=C1)(C1=CC=CC=C1)(C(C)(C)C)OC[C@H]([C@@H](C)OC1OCCCC1)NC(OCC1=CC=CC=C1)=O benzyl N-[(2R,3R)-1-[(tert-butyldiphenylsilyl)oxy]-3-(oxan-2-yloxy) butan-2-yl]carbamate